ethyl 5-bromo-6-({[tert-butyl(dimethyl)silyl]oxy}methyl)pyridine-2-carboxylate BrC=1C=CC(=NC1CO[Si](C)(C)C(C)(C)C)C(=O)OCC